C(C)(=O)OCC(=O)NC1CN(CCC1)C1=NC2=CC(=CC=C2C(=C1)N1C=NC=C1)Cl 2-((1-(7-chloro-4-(1H-imidazol-1-yl) quinolin-2-yl) piperidin-3-yl)amino)-2-oxoethyl acetate